3-(bis(4-methoxyphenyl)(phenyl)methoxy)propyl (3-(tert-butyldisulfaneyl)propyl) diisopropylphosphoramidite C(C)(C)N(P(OCCCOC(C1=CC=CC=C1)(C1=CC=C(C=C1)OC)C1=CC=C(C=C1)OC)OCCCSSC(C)(C)C)C(C)C